NC(CCCCCNC1=NC(=NC(=N1)NCCCCCC(C)N)NCCCCCC(C)N)C N2,N4,N6-tris(6-aminoheptyl)-1,3,5-triazine-2,4,6-triamine